magnesium-aluminum europium salt [Eu].[Al].[Mg]